6-Chloro-N-methylpyrazolo[1,5-a]pyrazin-4-amine ClC=1N=C(C=2N(C1)N=CC2)NC